4-chloro-2-(4-(1-methyl-2-(1-methylpyrrolidin-2-yl)-1H-imidazol-5-yl)phenoxy)benzaldehyde ClC1=CC(=C(C=O)C=C1)OC1=CC=C(C=C1)C1=CN=C(N1C)C1N(CCC1)C